triacontyl myristoleate C(CCCCCCC\C=C/CCCC)(=O)OCCCCCCCCCCCCCCCCCCCCCCCCCCCCCC